P(OC1=CC=C(C=C1)C(C)C)(OC1=CC=C(C=C1)C(C)C)=O di(4-isopropylphenyl) phosphonate